3-({[(4R)-7-{methyl-[4-(propan-2-yloxy)phenyl]amino}-3,4-dihydro-2H-1-benzopyran-4-yl]methyl}amino)pyridine-4-carboxylic acid methyl ester COC(=O)C1=C(C=NC=C1)NC[C@@H]1CCOC2=C1C=CC(=C2)N(C2=CC=C(C=C2)OC(C)C)C